BrC1=CC=CC=2C3=CC=CC=C3C3(C12)CCCC3 bromospiro[cyclopentane-1,9'-fluorene]